2,4-bis-(4-methoxyphenyl)-1,3-dithia-2,4-diphosphetane-2,4-disulphide COC1=CC=C(C=C1)P1(SP(S1)(C1=CC=C(C=C1)OC)=S)=S